CC1(C(C(CCC1C)C)C=CC(C)=O)C 4-(2,2,3,6-tetramethyl-1-cyclohexyl)-3-buten-2-one